N-((1R)-5,6-dichloro-8-ethoxy-9-(1-(tetrahydro-2H-pyran-2-yl)-1H-pyrazol-4-yl)-2,3-dihydro-1H-pyrrolo[1,2-a]indol-1-yl)acetamide ClC1=C(C=C(C=2C(=C3N(C12)CC[C@H]3NC(C)=O)C=3C=NN(C3)C3OCCCC3)OCC)Cl